C(CCC)OC=1C=C(OC(=O)NC2=CC=C3C(=N2)C(=CN3)C3CCN(CC3)CC(C)(C)C)C=CC1 5-(3-butoxyphenoxy)carbonylamino-3-(1-neopentylpiperidin-4-yl)pyrrolo[3,2-b]pyridine